(2S,4R)-1-(2-(3-acetyl-5-(2-methylpyrimidin-5-yl)-1H-indazol-1-yl)acetyl)-N-(4-(2-chlorophenyl)thiazol-2-yl)-4-fluoropyrrolidine-2-carboxamide C(C)(=O)C1=NN(C2=CC=C(C=C12)C=1C=NC(=NC1)C)CC(=O)N1[C@@H](C[C@H](C1)F)C(=O)NC=1SC=C(N1)C1=C(C=CC=C1)Cl